C=COCOCC 5,3-dioxaheptene